FC=1C=C2CC(CC2=CC1F)NC1=NC=CC=N1 N-(5,6-difluoro-2,3-dihydro-1H-indene-2-yl)pyrimidine-2-amine